7-(3-methoxy-2,6-dimethylphenyl)-1H-pyrazolo[4,3-b]pyridine-5-carbonitrile COC=1C(=C(C(=CC1)C)C1=C2C(=NC(=C1)C#N)C=NN2)C